(cyclobutyl-(4-methyl-4H-1,2,4-triazol-3-yl)methyl)aniline C1(CCC1)C(C1=NN=CN1C)NC1=CC=CC=C1